CC=1C(C(CCC1)(C)C)CCC(C)=O 4-(2,6,6-trimethyl-1-cyclohex-2-enyl)butan-2-one